(2R,4R)-1,2,4-trihydroxynonadeca-16,18-diene OC[C@@H](C[C@@H](CCCCCCCCCCCC=CC=C)O)O